2-fluoro-6-[7-(cis-3-hydroxy-3-methylcyclobutyl)-5-methyl-7H-pyrrolo[2,3-c]pyridazin-3-yl]-5-methyl-3-(trifluoromethyl)phenol FC1=C(C(=C(C=C1C(F)(F)F)C)C1=CC2=C(N=N1)N(C=C2C)C2CC(C2)(C)O)O